ClC1=C(C(=O)N[C@H](CCOC[C@H](CCC2=NC=3NCCCC3C=C2)C)C(=O)O)C(=CC=C1)F N-(2-chloro-6-fluorobenzoyl)-O-((S)-2-methyl-4-(5,6,7,8-tetrahydro-1,8-naphthyridin-2-yl)butyl)-D-homoserine